OC=1C(=C(C=C2C=C(C=C(C12)S(=O)(=O)O)S(=O)(=O)O)S(=O)(=O)O)N=NC1=CC=C(C=C1)\C=C/C(C1=CC=CC=C1)=O 8-Hydroxy-7-[[4-[(Z)-3-oxo-3-phenylprop-1-enyl]phenyl]diazenyl]naphthalene-1,3,6-trisulfonic acid